2-[4-[(2R,5S)-5-(aminomethyl)-3-oxo-1,4-thiazepan-2-yl]phenoxy]benzonitrile NC[C@H]1NC([C@H](SCC1)C1=CC=C(OC2=C(C#N)C=CC=C2)C=C1)=O